4-(4-decylphenylazo)phenol C(CCCCCCCCC)C1=CC=C(C=C1)N=NC1=CC=C(C=C1)O